2,2'-bipyridine palladium dichloride [Pd](Cl)Cl.N1=C(C=CC=C1)C1=NC=CC=C1